5-bromo-1-methyl-2-(oxolan-3-yl)imidazo[4,5-b]pyridine BrC1=CC=C2C(=N1)N=C(N2C)C2COCC2